1-[rac-(3aR,7aR)-1-(6-chloropyridazin-3-yl)-3,3a,4,5,7,7a-hexahydro-2H-pyrrolo[2,3-c]pyridin-6-yl]ethanone ClC1=CC=C(N=N1)N1CC[C@H]2[C@@H]1CN(CC2)C(C)=O |r|